[(5-isopropoxy-2-pyridyl)methyl]-1,1-dioxo-2,3-dihydro-1lambda6,5-benzothiazepin-4-one C(C)(C)OC=1C=CC(=NC1)CC1S(C2=C(NC(C1)=O)C=CC=C2)(=O)=O